CC1(CC2(CC(C2)C(C2=CC=CC=C2)NC(=O)C2C(CCC2)C(=O)O)C1)C 2-[({6,6-dimethylspiro[3.3]heptan-2-yl}(phenyl)methyl)carbamoyl]cyclopentane-1-carboxylic acid